(+)-N-(2-((5,6,7,8,9,10-Hexahydrocyclohepta[b]indol-3-yl)(phenyl)methyl)benzofuran-3-yl)-4-methylbenzenesulfonamide C1=C2C3=C(NC2=CC(=C1)C(C=1OC2=C(C1NS(=O)(=O)C1=CC=C(C=C1)C)C=CC=C2)C2=CC=CC=C2)CCCCC3